2-[3-(3-fluoroazetidin-1-yl)phenyl]-2-methoxy-N-[5-[[(3R)-1-(6-methylpyridazin-3-yl)pyrrolidin-3-yl]amino]-1,3,4-thiadiazol-2-yl]acetamide FC1CN(C1)C=1C=C(C=CC1)C(C(=O)NC=1SC(=NN1)N[C@H]1CN(CC1)C=1N=NC(=CC1)C)OC